2-(3-oxomorpholino)propanamide O=C1COCCN1C(C(=O)N)C